rac-(3S)-tetrahydrofuran-3-amine O1C[C@H](CC1)N |r|